C1(CC1)C=1N=NN(C1)[C@H](C(=O)N1[C@@H](C[C@H](C1)O)C(=O)NCCOC=1C=C2CCC(NC2=CC1)=O)C(C)(C)C (2S,4r)-1-[(2S)-2-(4-cyclopropyl-triazol-1-yl)-3,3-dimethyl-butyryl]-4-hydroxy-N-[2-[(2-oxo-3,4-dihydro-1H-quinolin-6-yl)oxy]ethyl]pyrrolidine-2-carboxamide